CC(CCCCCCC(=O)O)C(=O)O 1-methyl-1,7-heptanedicarboxylic acid